The molecule is a monocarboxylic acid anion resulting from the removal of a proton from the carboxy group of 3-hydroxy-3-phenylpropionic acid. It is a monocarboxylic acid anion and a member of benzyl alcohols. It is a conjugate base of a 3-hydroxy-3-phenylpropionic acid. C1=CC=C(C=C1)C(CC(=O)[O-])O